C1(=C(C=CC=C1)C=1C(=C(C(=C2C1N=C1C=CC3=C4C=CC=CC4=NC3=C12)C1=CC=CC=2C3=CC=CC=C3C3=CC=CC=C3C12)C1=C(C=CC=C1)C=1C(=CC=CC1)C1=CC=CC=C1)C1=C(C=CC=C1)C=1C(=CC=CC1)C1=CC=CC=C1)C=1C(=CC=CC1)C1=CC=CC=C1 di(terphenylyl)(terphenylyl)(triphenyleneyl)indolocarbazole